O=C1NC(CCC1NC(=O)C1=NC=C(C=C1)N1CCC(CC1)C=O)=O N-(2,6-dioxopiperidin-3-yl)-5-(4-formylpiperidin-1-yl)pyridinecarboxamide